N-ethyl-2-((((CIS)-4-(2,3,6-trifluorophenyl)cyclohexyl)oxy)methyl)-3-(1-((2-(trimethylsilyl)ethoxy)methyl)-1H-pyrazol-5-yl)piperidine-1-carboxamide C(C)NC(=O)N1C(C(CCC1)C1=CC=NN1COCC[Si](C)(C)C)CO[C@@H]1CC[C@@H](CC1)C1=C(C(=CC=C1F)F)F